ClC=1C=C2C(NC(=NC2=CC1)C1CCCC1)=O 6-chloro-2-cyclopentylquinazolin-4(3H)-one